2-amino-6-borono-2-(4-boronobutyl)hexanoic acid NC(C(=O)O)(CCCCB(O)O)CCCCB(O)O